O1CCN(CC1)C=1C2=C(N=C(N1)C=1C=C(C=CC1)N1COC=C1)C=C(S2)C=2C=NC=CC2 N-(3-(4-morpholino-6-(pyridin-3-yl)thieno[3,2-d]pyrimidin-2-yl)phenyl)oxazole